FC(C(O)C1=CC=C(C=C1)F)(CC)F 2,2-difluoro-1-(4-fluorophenyl)butan-1-ol